C(C)OC([C@@H]([C@@H](C(F)(F)F)NC1=CC=C(C=C1)OC)C)=O (2R,3S)-Ethyl-4,4,4-trifluoro-3-((4-methoxyphenyl)amino)-2-methylbutanoate